6-(((9H-fluoren-9-yl)methoxy)carbonyl)-N2-(t-butoxycarbonyl)-L-lysine C1=CC=CC=2C3=CC=CC=C3C(C12)COC(=O)C(CCC[C@H](NC(=O)OC(C)(C)C)C(=O)O)N